C(C1=CC=CC=C1)OCC1CCCC2C(CCCC12C)(C)C 1-((benzyloxy)methyl)-5,5,8a-trimethyloctahydronaphthalen